COC1=C(C=CC(=C1)S(=O)(=O)C)NCC#CC=1C=C(C2=C(N(C=N2)CC2=CSC=C2)C1)C(=O)N[C@@H]1[C@H](CN(CC1)CCOC)C 6-(3-((2-methoxy-4-(methylsulfonyl)phenyl)amino)prop-1-yn-1-yl)-N-((3S,4S)-1-(2-methoxyethyl)-3-methylpiperidin-4-yl)-1-(thiophen-3-ylmethyl)-1H-benzo[d]imidazole-4-carboxamide